(S)-4-(6-((4-acetyl-2-fluorobenzyl)oxy)pyridin-2-yl)-2-methylpiperazine C(C)(=O)C1=CC(=C(COC2=CC=CC(=N2)N2C[C@@H](NCC2)C)C=C1)F